(3S,11aR)-7-((3,5-difluoro-4-(3-(trifluoromethoxy)phenoxy)benzyl)oxy)-3,4-dihydro-1H,9H,11H-3,11a-methanopyrimido[6',1':2,3]imidazo[5,1-c][1,4]oxazin-9-one FC=1C=C(COC2=NC(N3C(N4[C@@]5(CO[C@H](C4)C5)C3)=C2)=O)C=C(C1OC1=CC(=CC=C1)OC(F)(F)F)F